(4-acetamidophenyl)methylbenzoic acid C(C)(=O)NC1=CC=C(C=C1)CC1=C(C(=O)O)C=CC=C1